The molecule is an unsaturated fatty acid anion that is the conjugate base of all-cis-icosa-8,11,14-trienoic acid arising from deprotonation of the carboxy group. It is a long-chain fatty acid anion, a straight-chain fatty acid anion, a polyunsaturated fatty acid anion and an icosatrienoate. It is a conjugate base of an all-cis-icosa-8,11,14-trienoic acid. CCCCC/C=C\\C/C=C\\C/C=C\\CCCCCCC(=O)[O-]